3-Methacryloyloxypropyl-tris(trimethylsiloxy)silane C(C(=C)C)(=O)OCCC[Si](O[Si](C)(C)C)(O[Si](C)(C)C)O[Si](C)(C)C